platinum bis(propylenediamine) hydrogen phosphate P(=O)(O)([O-])[O-].C(C(C)N)N.C(C(C)N)N.[Pt+2]